1-(3-p-toluenesulfonyl-2-(trifluoromethyl)phenyl)piperazine CC1=CC=C(C=C1)S(=O)(=O)C=1C(=C(C=CC1)N1CCNCC1)C(F)(F)F